(rac)-6-(3-hydroxycycloheptyl)-1-[1-[4-(trifluoromethoxy)benzoyl]-4-piperidyl]-3-(2-trimethylsilylethoxymethyl)imidazo[4,5-b]pyridin-2-one OC1CC(CCCC1)C=1C=C2C(=NC1)N(C(N2C2CCN(CC2)C(C2=CC=C(C=C2)OC(F)(F)F)=O)=O)COCC[Si](C)(C)C